tert-butyl 4-(4-(3-(2-(benzyloxy)-6-hydroxypyridin-3-yl)-7-fluoro-1-methyl-1H-indazol-6-yl)piperidine-1-carbonyl)-3-fluoropiperidine-1-carboxylate C(C1=CC=CC=C1)OC1=NC(=CC=C1C1=NN(C2=C(C(=CC=C12)C1CCN(CC1)C(=O)C1C(CN(CC1)C(=O)OC(C)(C)C)F)F)C)O